1-heptadecanoyl-2-(9Z,12Z,15Z-octadecatrienoyl)-glycero-3-phosphoserine CCCCCCCCCCCCCCCCC(=O)OC[C@H](COP(=O)(O)OC[C@@H](C(=O)O)N)OC(=O)CCCCCCC/C=C\C/C=C\C/C=C\CC